2-Di-tert-butylphosphino-3,4,5,6-tetramethyl-2',4',6'-tri-isopropylbiphenyl C(C)(C)(C)P(C1=C(C(=C(C(=C1C)C)C)C)C1=C(C=C(C=C1C(C)C)C(C)C)C(C)C)C(C)(C)C